OCC[NH+](CCO)CCO tris(β-hydroxyethyl)ammonium